BrC1=CC2=C(C3=CC=CC=C3N=C2C=C1Br)C1=CC=CC=C1 2,3-dibromo-9-phenylacridine